FC(C=1C=NN(C1)[C@@H]1[C@H](CC1)C=1NC(C2=C(N1)N(N=C2C#N)[C@@H](C)C=2C=NC(=CC2)C(F)(F)F)=O)F 6-((1S,2S)-2-(4-(Difluoromethyl)-1H-pyrazol-1-yl)cyclobutyl)-4-oxo-1-((S)-1-(6-(trifluoromethyl)pyridin-3-yl)ethyl)-4,5-dihydro-1H-pyrazolo[3,4-d]pyrimidin-3-carbonitril